C(C)NC1=C2C(=NC(=C1)C)N(C=N2)[C@H]2[C@@H]([C@@H]([C@@H]1C[C@H]21)O)O (1R,2R,3S,4R,5S)-4-(7-(ethylamino)-5-methyl-3H-imidazo[4,5-b]pyridin-3-yl)bicyclo[3.1.0]hexane-2,3-diol